ClC=1C=C(C=CC1F)[N+](=O)[O-] L-3-chloro-4-fluoronitrobenzene